C1(=CC=CC=C1)P(=O)(C1=CC=CC=C1)C1=NC=CC=C1.[Li] lithium 2-(diphenylphosphoryl)pyridin